ClC1=NC2=CC(=CC=C2C(=N1)NC1=NNC(=C1)C)OC 2-Chloro-7-methoxy-N-(5-methyl-1H-pyrazol-3-yl)quinazolin-4-amine